((3aR,6aS)-5-(3-(2-methoxypyridin-4-yl)-6-methyl-1H-indazol-5-yl)-3,3a,4,6a-tetrahydrocyclopenta[c]pyrrol-2(1H)-yl)tetrahydro-2H-thiopyran 1,1-dioxide COC1=NC=CC(=C1)C1=NNC2=CC(=C(C=C12)C=1C[C@@H]2[C@@H](CN(C2)C2S(CCCC2)(=O)=O)C1)C